FC1(CN(CC(C1)=O)C(=O)OC(C)(C)C)F tert-butyl 3,3-difluoro-5-oxopiperidine-1-carboxylate